(4-(3-amino-1H-indazol-6-yl)-3-fluorophenyl)-1-(4-fluorophenyl)-6-methyl-2-keto-1,2-dihydropyridine-3-carboxamide NC1=NNC2=CC(=CC=C12)C1=C(C=C(C=C1)C1=C(C(N(C(=C1)C)C1=CC=C(C=C1)F)=O)C(=O)N)F